O(O)C(CC=CC=CC=CC(=O)O)CCCCCCCCC 9-hydroperoxy-10E,12Z,15Z-octadecatrienoic acid